potassium para-toluenesulfonate CC1=CC=C(C=C1)S(=O)(=O)[O-].[K+]